CS(=O)(=O)O[C@@H]1[C@H](O[C@H]([C@@H]1O[Si](C)(C)C(C)(C)C)N1C2=NC=NC(=C2N=C1)NC(C1=CC=CC=C1)=O)CO[Si](C)(C)C(C)(C)C (2R,3R,4R,5R)-5-(6-benzamido-9H-purin-9-yl)-4-((tert-butyldimethylsilyl)oxy)-2-(((tert-butyldimethyl silyl)oxy)methyl)tetrahydrofuran-3-yl methanesulfonate